[(2R,3S,5R)-5-(6-amino-2-fluoropurin-9-yl)-3-[(tert-butyldimethylsilyl)oxy]-2-{[(tert-butyldiphenylsilyl)oxy]methyl}oxolan-2-yl]methanol NC1=C2N=CN(C2=NC(=N1)F)[C@H]1C[C@@H]([C@](O1)(CO[Si](C1=CC=CC=C1)(C1=CC=CC=C1)C(C)(C)C)CO)O[Si](C)(C)C(C)(C)C